C(C)C1=C(C=C(C=C1)NC(C1=CN=C(C=C1)C(F)(F)F)=O)[C@H](C)NC=1C=NC=2C(N1)=NN(C2)CC (S)-N-(4-ethyl-3-(1-((2-ethyl-2H-pyrazolo[3,4-b]pyrazin-6-yl)amino)ethyl)phenyl)-6-(trifluoromethyl)nicotinamide